ClC=1C=NC=C(C1)OCOC 3-chloro-5-(methoxymethoxy)pyridine